2-ethylbenzene C(C)C1=CC=CC=C1